N[C@@H](C)C=1N(C(C=2C(=CC=C3C2C1CC3)C#CC=3C=NN(C3)C)=O)C3=CC=CC=C3 (S)-3-(1-aminoethyl)-8-((1-methyl-1H-pyrazol-4-yl)ethynyl)-2-phenyl-4,5-dihydrocyclopenta[de]isoquinolin-1(2H)-one